N1=CCC(C=C1)=O pyridin-4(3H)-one